OC=1C(=C(C=2C(C3=C(C(=C(C(=C3C(C2C1)=O)O)O)C1OC(C(C(C1O)O)O)CO)O)=O)C)C(=O)O 3,5,6,8-tetrahydroxy-1-methyl-9,10-dioxo-7-[3,4,5-trihydroxy-6-(hydroxymethyl)oxacyclohex-2-yl]anthracene-2-carboxylic acid